4,8-bis(3,5-dimethylphenyl)-6-methyl-1,2,3,5-tetrahydro-s-indacene CC=1C=C(C=C(C1)C)C1=C2CCCC2=C(C=2C=C(CC12)C)C1=CC(=CC(=C1)C)C